C(C)(C)OP(=O)(C1=CC=CC=C1)C(C(C)(C)C)=O Isopropyl-pivaloylphenylphosphinat